7-Bromo-8-chloro-5-(2-methoxypyridin-3-yl)imidazo[1,2-a]Quinoxaline-4(5H)-on BrC=1C=C2N(C(C=3N(C2=CC1Cl)C=CN3)=O)C=3C(=NC=CC3)OC